1-(azetidin-3-ylmethyl)-4-(2-(dimethylamino)ethyl)-7-fluoro-6-(3-hydroxynaphthalen-1-yl)quinoxaline-2,3(1H,4H)-dione N1CC(C1)CN1C(C(N(C2=CC(=C(C=C12)F)C1=CC(=CC2=CC=CC=C12)O)CCN(C)C)=O)=O